di-t-butyl (1S,3aR,4S,7R,7aS)-1,3,3a,4,7,7a-hexahydro-2H-4,7-methanoisoindole-1,2-dicarboxylate [C@@H]1(N(C[C@@H]2[C@@H]3C=C[C@H]([C@H]12)C3)C(=O)OC(C)(C)C)C(=O)OC(C)(C)C